4,5-diethyl-2-methyl-1-vinylimidazole C(C)C=1N=C(N(C1CC)C=C)C